C(C)(=O)OCCC1CC2(C1)CC(C2)NC(=O)C=2C=C(C=C1C=NN(C21)CC=2C=NC(=NC2)C2=CC=C(C=C2)OC)Cl 2-(6-(5-chloro-1-((2-(4-methoxyphenyl) pyrimidin-5-yl) methyl)-1H-Indazole-7-carboxamido)spiro[3.3]heptan-2-yl)ethyl acetate